C1(=CC=C(C=C1)C=1C=C(C=C(C1C1=CC=CC=C1)C(C)(C)C)C1=NNC=N1)C1=CC=CC=C1 3-(4-Biphenylyl)-4-phenyl-5-tertbutylphenyl-1,2,4-triazole